(2,2,6,6-tetramethyl-4-piperidyl) 1,2,3,4-Butanetetracarboxylate C(C(C(CC(=O)[O-])C(=O)[O-])C(=O)[O-])C(=O)OC1CC(NC(C1)(C)C)(C)C